C1(CC1)[C@@H](C)NC1=NC(=NC(=N1)N[C@H](C)C1CC1)C=1C=NC=CC1 N2,N4-bis((R)-1-cyclopropylethyl)-6-(pyridin-3-yl)-1,3,5-triazine-2,4-diamine